FC(OC1=CC=C2NCC(NC2=C1)=O)(F)F 7-(trifluoromethoxy)-3,4-dihydroquinoxalin-2(1H)-one